racemic-8-fluoro-1-(isobutylamino)-1,2,4,5-tetrahydropyrano[3,4-c]isoquinolin-6-one FC=1C=CC=2C3=C(NC(C2C1)=O)COC[C@@H]3NCC(C)C |r|